5-((S)-2-cyclohexyl-2-(1-methyl-1H-pyrazole-5-carboxamido)acetamido)-2-(6-oxo-5,7-diazaspiro[2.5]octan-5-yl)-2,3-dihydro-1H-indene-2-carboxylic acid C1(CCCCC1)[C@@H](C(=O)NC=1C=C2CC(CC2=CC1)(C(=O)O)N1CC2(CC2)CNC1=O)NC(=O)C1=CC=NN1C